S([O-])(O)(=O)=O.[NH4+] ammonium bisulfate salt